ethyl 4-[3-(4-chloro-3-fluorophenyl)-5-({[(3,5-dichlorophenyl) methyl] carbamoyl}methyl)-1H-1,2,4-triazol-1-yl]butanoate ClC1=C(C=C(C=C1)C1=NN(C(=N1)CC(NCC1=CC(=CC(=C1)Cl)Cl)=O)CCCC(=O)OCC)F